4-methoxy-2-(3-methyl-1H-pyrazol-1-yl)pyridine COC1=CC(=NC=C1)N1N=C(C=C1)C